tert-butyl (6R,7R)-7-[(1-benzyl-3,6-dihydro-2H-pyridin-4-yl)oxy]-6-methyl-2-azaspiro[3.5]nonane-2-carboxylate C(C1=CC=CC=C1)N1CCC(=CC1)O[C@H]1[C@@H](CC2(CN(C2)C(=O)OC(C)(C)C)CC1)C